OC(C(=O)N1CC2=C(C=C(C=C2CC1)C=1C=C2C(=NC1)NC=C2C)[C@H]2NCCC2)(C)C (S)-2-Hydroxy-2-methyl-1-(6-(3-methyl-1H-pyrrolo[2,3-b]pyridin-5-yl)-8-(pyrrolidine-2-yl)-3,4-dihydroisoquinolin-2(1H)-yl)propan-1-one